C(C1=CC=CC=C1)OC(NC=1C=C2CC[C@@H](C2=CC1)NC(=O)OC(C)(C)C)=O.C1(=CC=CC=C1)S(=O)(=O)C=1C=C2C(=CN(C2=CC1)C(C(=O)NC1=C(C=CC(=C1)N1CCNCC1)C)C)C 2-[5-(benzenesulfonyl)-3-methyl-indol-1-yl]-N-(2-methyl-5-piperazin-1-yl-phenyl)propanamide benzyl-N-[(1S)-1-[(tert-butoxycarbonyl)amino]-2,3-dihydro-1H-inden-5-yl]carbamate